N1[13CH]([13CH2][13CH2][13CH2][13CH2]1)[13C](=O)O pipecolic acid-13C6